Cl.N[C@H]1[C@@H](CCCC1)O (1R,2R)-2-aminocyclohexane-1-ol hydrochloride